FC1=C(CN2C(C3=NC=C(C=C3C2=O)OC([2H])([2H])[2H])([2H])[2H])C(=CC(=C1)C=1C2=CN(N=C2C(=CC1)OC)C)F 6-(2,6-difluoro-4-(7-methoxy-2-methyl-2H-indazol-4-yl)benzyl)-3-(methoxy-d3)-6,7-dihydro-5H-pyrrolo[3,4-b]pyridin-5-one-7,7-d2